N1CC(C1)N1C[C@@H](N(CC1)C=1C(=C(C=C(C1)C#N)NC1=NC=2N(C(=N1)NC1CC1)N=CC2C#N)Cl)C (S)-2-((3-(4-(azetidin-3-yl)-2-methylpiperazin-1-yl)-2-chloro-5-cyanophenyl)amino)-4-(cyclopropylamino)pyrazolo[1,5-a][1,3,5]triazine-8-carbonitrile